2,6-dimethoxy-4-(5-tetrahydropyran-4-ylbenzimidazol-1-yl)-N-(2,2,2-trifluoroethyl)benzamide COC1=C(C(=O)NCC(F)(F)F)C(=CC(=C1)N1C=NC2=C1C=CC(=C2)C2CCOCC2)OC